Benzyl 4-(2-(((1r,4r)-4-((tert-butoxycarbonyl)amino)cyclohexyl)methoxy)ethyl)piperidine-1-carboxylate C(C)(C)(C)OC(=O)NC1CCC(CC1)COCCC1CCN(CC1)C(=O)OCC1=CC=CC=C1